N-(4-((7-(3-methoxypropyl)-7H-pyrrolo[2,3-D]pyrimidin-4-yl)oxy)phenyl)-2-(4-(Trifluoromethyl)phenyl)acetamide COCCCN1C=CC2=C1N=CN=C2OC2=CC=C(C=C2)NC(CC2=CC=C(C=C2)C(F)(F)F)=O